3-((N-(1-((4-fluorophenyl)sulfonyl)-1,2,3,4-tetrahydroquinolin-7-yl)sulfamoyl)methyl)benzoic acid FC1=CC=C(C=C1)S(=O)(=O)N1CCCC2=CC=C(C=C12)NS(=O)(=O)CC=1C=C(C(=O)O)C=CC1